N-(2,6-Dioxopiperidin-3-yl)-1,2,3,4-tetrahydronaphthalene-1-carboxamide O=C1NC(CCC1NC(=O)C1CCCC2=CC=CC=C12)=O